OC=1C=CC=C(C1)C=1NC(=CN1)CCC#N 5-hydroxyphenyl-5-cyanoethyl-imidazole